[(2R,3R,4R,5R,6R)-5-acetamido-3,4-diacetoxy-6-(5-oxopentoxy)tetrahydropyran-2-yl]methyl acetate C(C)(=O)OC[C@H]1O[C@H]([C@@H]([C@H]([C@H]1OC(C)=O)OC(C)=O)NC(C)=O)OCCCCC=O